NC1=C(C=CC(=C1)C(F)(F)F)N1CC(C1)(O)C (2-amino-4-(trifluoromethyl)phenyl)-3-methylazetidin-3-ol